2-[(tert-Butoxycarbonyl)amino]-2-methylpropan-1-ol C(C)(C)(C)OC(=O)NC(CO)(C)C